(4R)-2-{[1-(1-Hydroxycyclopropan-1-carbonyl)piperidin-4-yl]methyl}-4-methyl-N-{[(2S)-oxolan-2-yl]methyl}-8-(trifluoromethyl)-4,5-dihydro-2H-furo[2,3-g]indazol-7-carboxamid OC1(CC1)C(=O)N1CCC(CC1)CN1N=C2C3=C(C[C@H](C2=C1)C)OC(=C3C(F)(F)F)C(=O)NC[C@H]3OCCC3